C(C)OC(=O)C1N=NCCCCC(CCCCCCC1)C(=O)OCC diazacyclopentadecen-3,11-dicarboxylic acid diethyl ester